2,4-Dimethyl-oxazole-5-formic acid CC=1OC(=C(N1)C)C(=O)O